FS(=O)(=O)[N-]S(=O)(=O)C(F)(F)F.[Li+] Lithium (fluorosulfonyl)(trifluoromethylsulfonyl)amide